tert-butyl 6-((1-(3-(2,6-dioxopiperidin-3-yl)-1-methyl-1H-indazol-7-yl) piperidin-4-yl) methyl)-2,6-diazaspiro[3.3]heptane-2-carboxylate O=C1NC(CCC1C1=NN(C2=C(C=CC=C12)N1CCC(CC1)CN1CC2(CN(C2)C(=O)OC(C)(C)C)C1)C)=O